3-[(tert-butoxycarbonyl)amino]-2-[4-(hydroxymethyl)phenyl]propanoic acid methyl ester COC(C(CNC(=O)OC(C)(C)C)C1=CC=C(C=C1)CO)=O